C1(CCC1)C(=O)N1CCNCCC1 1-(cyclobutyl-carbonyl)-1,4-diazepane